FC(C1=NN=C(O1)C=1C=C(C(=NC1)CN(S(=O)(=O)N1CCSCC1)C1=CC=C(C=C1)F)F)F N-[[5-[5-(difluoromethyl)-1,3,4-oxadiazol-2-yl]-3-fluoro-2-pyridinyl]methyl]-N-(4-fluorophenyl)thiomorpholine-4-sulfonamide